FC1(CN(CCC12CC2)C2=NC=C(C=C2C(=O)NC2=CC(=CC=C2)S(=O)(=O)C)C(F)(F)F)F 2-(8,8-difluoro-6-azaspiro[2.5]octan-6-yl)-N-(3-methyl-sulfonylphenyl)-5-(trifluoromethyl)pyridine-3-carboxamide